NCCCOCCOCCCN ethylene glycol bis(3-aminopropyl) ether